(E)-1-(3,4-dimethoxy-5-(methylseleno)phenyl)-3-(2,3-dimethoxyphenyl)-2-methylpropan-2-en-1-one COC=1C=C(C=C(C1OC)[Se]C)C(\C(=C\C1=C(C(=CC=C1)OC)OC)\C)=O